CN(C1=NC=2N(C3=CC(=CC=C13)[N+](=O)[O-])C=NN2)C=2C=C(C=CC2)C2=CC=C(C=C2)C N-methyl-N-(4'-methyl-[1,1'-biphenyl]-3-yl)-8-nitro-[1,2,4]triazolo[4,3-a]quinazolin-5-amine